ClC1=CC(=C2C=C3N(C2=C1Cl)CCCC(C3)C(=O)OCC)C=3C=NNC3 ethyl 3,4-dichloro-l-1-(1H-pyrazol-4-yl)-7,8,9,10-tetrahydro-6H-azepino[1,2-a]indole-9-carboxylate